(S)-3-methoxy-N-methyl-2-[4-(o-tolyl)-2-oxo-chromen-7-yl]oxy-propanamide COC[C@@H](C(=O)NC)OC1=CC=C2C(=CC(OC2=C1)=O)C1=C(C=CC=C1)C